[Ce].[K] potassium-cerium